FC(N1N=C(C2=CC=C(C=C12)OCC(C)(C)O)C(=O)NC1CC2(C1)CC(C2)OC2=NN1C(C=CC=C1C1=CC=CC=C1)=C2C(N)=O)F 1-(difluoromethyl)-6-(2-hydroxy-2-methylpropoxy)-N-[(4s)-6-({3-carbamoyl-7-phenylpyrazolo[1,5-a]pyridin-2-yl}oxy)spiro[3.3]heptan-2-yl]-1H-indazole-3-carboxamide